α-CBZ-HISTIDINEAT C(=O)(OCC1=CC=CC=C1)[C@](N)(CC1=CNC=N1)C(=O)[O-]